C(C=CC=CCCCCCCCCCCCCCCCCC)(=O)OCC(OC(C=CC=C\C=C/CCCCCCCCCCC)=O)COP(=O)(O)OC[C@H](N)C(=O)O 1-(13Z,16Z-docosadienoyl)-2-(6Z,9Z,12Z-octadecatrienoyl)-glycero-3-phosphoserine